BrC1=CN=CC2=C1OC(CN2)(C)C 8-bromo-2,2-dimethyl-3,4-dihydro-2H-pyrido[4,3-b][1,4]oxazine